C1(=CC=CC=C1)N(C1=NC=CC=C1)C1=CC=CC=C1 N,N-diphenylpyridin-2-amine